N,N-dimethylthiocarbamic acid-S-(5-bromo-2-fluorophenyl) ester BrC=1C=CC(=C(C1)SC(N(C)C)=O)F